trans-1-((4-((S)-3-(3,5-difluorophenyl)isoxazolidine-2-carbonyl)cyclohexyl)methyl)-5-fluoro-1H-benzo[d]imidazole-6-carboxamide FC=1C=C(C=C(C1)F)[C@H]1N(OCC1)C(=O)[C@@H]1CC[C@H](CC1)CN1C=NC2=C1C=C(C(=C2)F)C(=O)N